C(C)(C)(C)[C@H]1CC[C@H](CC1)N(C(C1=CC(C(=O)N)=CC(=C1)NC(=O)[C@@H]1CC[C@@H](CC1)C(C)C)=O)[C@@H]1CC[C@@H](CC1)C(C)(C)C N,N-bis(cis-4-tert-butylcyclohexyl)-5-(cis-4-isopropylcyclohexylcarbonylamino)isophthalamide